N-{(2S,3R,4S)-1-(bicyclo[1.1.1]pentane-1-carbonyl)-4-fluoro-2-[(3'-fluoro[1,1'-biphenyl]-3-yl)methyl]pyrrolidin-3-yl}ethanesulfonamide C12(CC(C1)C2)C(=O)N2[C@H]([C@H]([C@H](C2)F)NS(=O)(=O)CC)CC=2C=C(C=CC2)C2=CC(=CC=C2)F